(R)-5-(2-amino-1H-imidazol-1-yl)-2-((tert-butoxycarbonyl)amino)pentanoic acid NC=1N(C=CN1)CCC[C@H](C(=O)O)NC(=O)OC(C)(C)C